S1C(=CC=C1)CCOC1=CC=C(C=C2C(NC(S2)=O)=O)C=C1 5-(4-(2-(thien-2-yl)ethoxy)benzylidene)thiazolidine-2,4-dione